2-nitroacetic acid ethyl ester C(C)OC(C[N+](=O)[O-])=O